ClC=1C=C2COCCOC=3C=CC=CC3C3=C(C=C(C(NS(C(C1OC)=C2)(=O)=O)=C3)F)F 15-chloro-21,23-difluoro-16-methoxy-8,11-dioxa-18λ6-thia-19-azatetracyclo[18.3.1.113,17.02,7]pentacosa-1(23),2(7),3,5,13,15,17(25),20(24),21-nonaene 18,18-dioxide